N,N'-di-β-naphthyl-p-phenylenediamine C1=CC=C2C=C(C=CC2=C1)NC3=CC=C(C=C3)NC4=CC5=CC=CC=C5C=C4